[Br-].CN1CN(C2=C1C=CC=C2)CCCCCCCC 1-methyl-3-octyl-benzimidazole bromide